1lambda6-thiomorpholin-1,1-dion N1CCS(CC1)(=O)=O